(S)-3-(4-fluorophenyl)-N'-((4-fluorophenyl)sulfonyl)-4-phenyl-N-(2-sulfamoylethyl)-4,5-dihydro-1H-pyrazole-1-carboximidamide FC1=CC=C(C=C1)C1=NN(C[C@@H]1C1=CC=CC=C1)C(NCCS(N)(=O)=O)=NS(=O)(=O)C1=CC=C(C=C1)F